BrC=1C=NC(=NC1)N1CCC(CC1)N1C2=C(N(C(C1=O)=O)C)C=C(C=N2)F 4-(1-(5-bromopyrimidin-2-yl)piperidin-4-yl)-7-fluoro-1-methyl-1,4-dihydropyrido[2,3-b]pyrazine-2,3-dione